ClC(CC(=O)O)CCl 3,4-dichlorobutyric acid